C(C)(=O)OCCC1=CC=CC2=C1O[C@@H](CN2C)C=2C=C(C1=C(C(=C(O1)[2H])[2H])C2)C2=C(C(=CC=C2)CNC(=O)OC(C)(C)C)F |r| (±)-2-(2-(7-(3-(((tert-butoxycarbonyl)amino)methyl)-2-fluorophenyl)benzofuran-5-yl-2,3-d2)-4-methyl-3,4-dihydro-2H-benzo[b][1,4]oxazin-8-yl)ethyl acetate